C(CCC)(=O)O.C(CCC)(=O)O.C=1(C(=CC=C2C=CC=CC12)O)C1=CC=CC2=CC=CC=C12 binaphthol dibutyrate